methyl 3-(piperidin-4-ylmethyl)-1,2-oxazole-5-carboxylate hydrochloride tert-Butyl-4-[[5-(methoxycarbonyl)-1,2-oxazol-3-yl]methyl]piperidine-1-carboxylate C(C)(C)(C)OC(=O)N1CCC(CC1)CC1=NOC(=C1)C(=O)OC.Cl.N1CCC(CC1)CC1=NOC(=C1)C(=O)OC